S1N=NC2=C1C1=C(C3=C2SC=C3)SC=C1 dithienobenzothiadiazole